methyl cinnamate (methyl cinnamate) CC(C(=O)O)=CC1=CC=CC=C1.C(C=CC1=CC=CC=C1)(=O)OC